(1R,2S)-6-chloro-2,3-dihydro-1H-inden ClC1=CC=C2CCCC2=C1